6-(tert-butoxycarbonyl)-2-chloro-3-fluoro-5,6,7,8-tetrahydro-1,6-naphthyridine C(C)(C)(C)OC(=O)N1CC=2C=C(C(=NC2CC1)Cl)F